1-((3S,5R)-1-acryloyl-5-(methoxymethyl)pyrrolidin-3-yl)-3-((1-ethyl-4-fluoro-2-methyl-1H-benzo[d]imidazol-5-yl)ethynyl)-5-(methylamino)-1H-pyrazole-4-carboxamide C(C=C)(=O)N1C[C@H](C[C@@H]1COC)N1N=C(C(=C1NC)C(=O)N)C#CC1=C(C2=C(N(C(=N2)C)CC)C=C1)F